O1C(=NC2=C1C=CC=C2)C2(CCN(CC2)C2=C(C(N(C1=CC(=CC=C21)C)C)=O)C(=O)N)C 4-[4-(1,3-benzooxazol-2-yl)-4-methylpiperidin-1-yl]-1,7-dimethyl-2-oxo-1,2-dihydroquinoline-3-carboxamide